FC1=C(C=CC=C1OC(F)(F)F)[C@@]1(C[C@@](CCC1)(C)O)NC (2R,6S)-2-(2-fluoro-3-(trifluoromethoxy)phenyl)-6-hydroxy-6-methyl-2-(methylamino)cyclohexane